CC1=CC(=NC=C1)[C@](N)(C)C(=O)O 4-methyl-2-pyridinyl-L-alanine